CC1=C(C=CC(=C1)O)C1=CC=C(C=C1)O methyl-4,4'-dihydroxybiphenyl